1-{2-[5-(trifluoromethyl)-1H-1,2,3,4-tetrazol-1-yl]acetyl}pyrrolidine-2-carboxamide FC(C1=NN=NN1CC(=O)N1C(CCC1)C(=O)N)(F)F